(1r,4r)-4-((8-isopropyl-2-((tetrahydro-2H-pyran-4-yl)amino)pyrazolo[1,5-a][1,3,5]triazin-4-yl)amino)cyclohexane-1-carboxylic acid 1-(2-fluoroacryloyl)pyrrolidin-3-yl ester FC(C(=O)N1CC(CC1)OC(=O)C1CCC(CC1)NC1=NC(=NC=2N1N=CC2C(C)C)NC2CCOCC2)=C